OC1=C(C=CC(=C1)CCCOC(C(=C)C)=O)N1N=C2C(=N1)C=CC=C2 2-[2-hydroxy-4-(3-methacryloyloxypropyl)phenyl]benzotriazole